C1(=CC=C(C=C1)N(C1=CC=2C(C3=CC=CC=C3C2C=C1)(C1=CC=CC=C1)C1=CC=CC=C1)C1=CC=C(C=C1)C=1C=CC=2N(C3=CC=CC=C3C2C1)C1=CC=CC=C1)C1=CC=CC=C1 N-([1,1'-biphenyl]-4-yl)-9,9-diphenyl-N-(4-(9-phenyl-9H-carbazol-3-yl)phenyl)-9H-Fluoren-2-amine